2-bromo-4-(trifluoromethyl)benzaldehyde BrC1=C(C=O)C=CC(=C1)C(F)(F)F